1-(2-(1,1-difluoroethyl)-4-fluorophenyl)ethan-1-ol methyl-3-methyl-1-(tetrahydro-2H-pyran-2-yl)-4-(((trifluoromethyl)sulfonyl)oxy)-1H-pyrazolo[4,3-c]quinoline-8-carboxylate CC1=CC(=CC=2C3=C(C(=NC12)OS(=O)(=O)C(F)(F)F)C(=NN3C3OCCCC3)C)C(=O)OC(C)C3=C(C=C(C=C3)F)C(C)(F)F